tetra-hydro-β-carboline C1NCCC=2C3=CC=CC=C3NC12